3-methylhexahydropyrimidine CN1CNCCC1